2-fluoro-4-(pyridin-4-yloxy)aniline (10Z)-10-[[4-(dimethylcarbamoyl)-1-oxo-3H-isoindol-2-yl]methylidene]-7-azaspiro[4.5]decane-7-carboxylate CN(C(=O)C1=C2CN(C(C2=CC=C1)=O)\C=C/1\CCN(CC12CCCC2)C(=O)O)C.FC2=C(N)C=CC(=C2)OC2=CC=NC=C2